13,13-dimethyl-6-methoxy-7-(4-(4-(3-phenylprop-2-ynoyloxy)phenyl)piperazin-1-yl)-indeno[2',3':3,4]naphtho[1,2-b]pyran CC1(C2=CC=CC=C2C2=C1C=1C(OC=CC1)C=1C=C(C(=CC21)N2CCN(CC2)C2=CC=C(C=C2)OC(C#CC2=CC=CC=C2)=O)OC)C